FC=1C=C(C(=O)N)C=C(C1)C#CC1=NC=CC=C1 3-fluoro-5-(pyridin-2-ylethynyl)benzamide